N1(CCCC1)C1=CC=C(C=C1)NC(C)=O N-(4-(pyrrolidin-1-yl)phenyl)acetamide